C(=O)=C1C=CC(N=C1)=O 5-carbonylpyridone